CC=1N(N=C2C=CC=CC12)C1CCOCC1 3-methyl-2-(oxan-4-yl)indazol